D-Glucose O=C[C@H](O)[C@@H](O)[C@H](O)[C@H](O)CO